(S)-4-(8-(4-bromo-3-(trifluoromethyl)benzoyl)-3-isobutyl-2,7-dimethyl-5-oxo-6,7,8,9-tetrahydropyrazolo[1,5-a]pyrido[4,3-e]pyrimidin-4(5H)-yl)-N-methylbenzamide BrC1=C(C=C(C(=O)N2CC3=C(C(N(C=4N3N=C(C4CC(C)C)C)C4=CC=C(C(=O)NC)C=C4)=O)C[C@@H]2C)C=C1)C(F)(F)F